3-(2-bromo-4-chloro-5-methoxyphenyl)-1-(oxazolidin-2-yl)-1,2,4-triazole BrC1=C(C=C(C(=C1)Cl)OC)C1=NN(C=N1)C1OCCN1